2-[(1S)-1-cyclohexylethoxy]-5-fluoro-N-[2-(hydroxymethyl)-3-(trifluoromethyl)phenyl]-4-(3-oxo-5,6,7,8-tetrahydro[1,2,4]triazolo[4,3-a]pyridin-2(3H)-yl)benzamide C1(CCCCC1)[C@H](C)OC1=C(C(=O)NC2=C(C(=CC=C2)C(F)(F)F)CO)C=C(C(=C1)N1N=C2N(CCCC2)C1=O)F